3-[3-oxo-3-[[(1S)-2,2-dimethyl-1-[(2S,4R)-4-hydroxy-2-[[(1S)-1-[4-(4-methylthiazol-5-yl)phenyl]ethyl]carbamoyl]pyrrolidine-1-carbonyl]propyl]amino]propoxy]propanoic acid O=C(CCOCCC(=O)O)N[C@@H](C(C)(C)C)C(=O)N1[C@@H](C[C@H](C1)O)C(N[C@@H](C)C1=CC=C(C=C1)C1=C(N=CS1)C)=O